1,4-diiodo-2-fluorobenzene IC1=C(C=C(C=C1)I)F